(Z)-4-(5-hydroxy-2-phenyl-1-(4-(2-(piperazin-1-yl)ethoxy)phenyl)pent-1-en-1-yl)phenol OCCC/C(=C(/C1=CC=C(C=C1)OCCN1CCNCC1)\C1=CC=C(C=C1)O)/C1=CC=CC=C1